3-(1-adamantyl)urea C12(CC3CC(CC(C1)C3)C2)NC(N)=O